O[C@H]1CO[C@H]2[C@@H]1OC[C@@H]2OC=2C=C(C=CC2)\N=C/2\C=1C(=C3C(=NC1CCN2CCC2=CC=CC=C2)C=CC=C3)C(=O)OC Methyl (Z)-1-((3-(((3S,3aR,6S,6aR)-6-hydroxyhexahydrofuro[3,2-b]furan-3-yl)oxy)phenyl)imino)-2-phenethyl-1,2,3,4-tetrahydrobenzo[b][1,6]naphthyridine-10-carboxylate